7-Bromo-5-(2-fluoroprop-2-yl)benzo[b]thiophene-2-carboxylic acid ethyl ester C(C)OC(=O)C1=CC2=C(S1)C(=CC(=C2)C(C)(C)F)Br